N-maleimidobutyryloxysuccinimide C1(C=CC(N1CCCC(=O)ON1C(CCC1=O)=O)=O)=O